3-(1,4-biphenyl-4-yl)-alanine C1(=CC=C(C=C1)C[C@H](N)C(=O)O)C1=CC=CC=C1